furo[3,2-c]quinolin-4(5H)-one O1C=CC=2C(NC=3C=CC=CC3C21)=O